1-(1-(4-(aminomethyl) piperidin-1-yl)-6-toluenesulfonyl-1,6-dihydroimidazo[4,5-d]pyrrolo[2,3-b]pyridin-2-yl) acetate C(C)(=O)OC1=NC=2C(=C3C(=NC2)N(C=C3)S(=O)(=O)CC3=CC=CC=C3)N1N1CCC(CC1)CN